rac-(2S,3R)-2-fluoro-5-(4-fluorophenyl)-8-hydroxy-7-(trifluoromethyl)-3-(3,3,3-trifluoropropyl)-2,3,4,5-tetrahydrobenzo[b][1,4]thiazepine 1,1-dioxide F[C@@H]1[C@@H](CN(C2=C(S1(=O)=O)C=C(C(=C2)C(F)(F)F)O)C2=CC=C(C=C2)F)CCC(F)(F)F |r|